[Br-].C(CCCCCCCCCCC)C(C(O)(O)C)[NH3+] (dodecyl-methyl-dihydroxyethyl)ammonium bromide